C12C(C3CC(CC(C1)C3)C2)NCCNC(=O)C2=NN(C(=C2C)C2=CC=C(C=C2)Cl)C2=CC(=CC(=C2)OC)OC N-(2-((1r,3r,5r,7r)-adamantan-2-ylamino)ethyl)-5-(4-chlorophenyl)-1-(3,5-dimethoxyphenyl)-4-methyl-1H-pyrazole-3-carboxamide